1-[8-(3-Piperazin-1-ylprop-1-ynyl)-4-isoquinolinyl]hexahydropyrimidine-2,4-dione N1(CCNCC1)CC#CC=1C=CC=C2C(=CN=CC12)N1C(NC(CC1)=O)=O